C(C)(C)(C)C1=NOC(=N1)C(=O)NC1CCCCC2=C1C=CC(=C2)C2=C1C(=NC=C2)N=C(N1)C=1C=NN(C1)C(C)C 3-tert-butyl-N-[2-{2-[1-(propan-2-yl)-1H-pyrazol-4-yl]-1H-imidazo[4,5-b]pyridin-7-yl}-6,7,8,9-tetrahydro-5H-benzo[7]annulen-5-yl]-1,2,4-oxadiazole-5-carboxamide